4-(morpholine-4-yl)benzene-1,3-diamine N1(CCOCC1)C1=C(C=C(C=C1)N)N